(1S)-7-(difluoromethylsulfanyl)-4-(3,5-difluorophenoxy)-1-(ethoxymethoxy)-2,2-difluoro-indane FC(F)SC=1C=CC(=C2CC([C@H](C12)OCOCC)(F)F)OC1=CC(=CC(=C1)F)F